ClC=1C(N(C(=NC1[C@@H]1[C@H](C1)C1=NC=CC(=N1)C([2H])([2H])[2H])C)C1=C(C(=NC=C1C)Cl)F)=O 5-chloro-3-(2-chloro-3-fluoro-5-methylpyridin-4-yl)-2-methyl-6-((1S,2S)-2-(4-(methyl-d3)pyrimidin-2-yl)cyclopropyl)pyrimidin-4(3H)-one